6-[(2R)-2-amino-3-methanesulfinylpropyl]-7-methyl-N-[(thiophen-2-yl)methyl]thieno[3,2-c]pyridazin-4-amine N[C@H](CC1=C(C=2N=NC=C(C2S1)NCC=1SC=CC1)C)CS(=O)C